2-(1,4,7-Triazacyclononan-1-yl)glutaric acid N1(CCNCCNCC1)C(C(=O)O)CCC(=O)O